3-benzyl-1-(trans-4-((5-cyano-4-(6-methylpyridazin-4-yl)pyrimidin-2-yl)amino)-cyclohexyl)-1-(5-(1-methyl-1H-pyrazol-4-yl)pyridin-2-yl)urea C(C1=CC=CC=C1)NC(N(C1=NC=C(C=C1)C=1C=NN(C1)C)[C@@H]1CC[C@H](CC1)NC1=NC=C(C(=N1)C1=CN=NC(=C1)C)C#N)=O